2-chloro-7-fluoro-3,4-dihydro-4-methyl-5H-[1,4]benzodiazepine-5-one ClC1=NC2=C(C(N(C1)C)=O)C=C(C=C2)F